Bis(benzenesulfonyl)-maleimide C1(=CC=CC=C1)S(=O)(=O)C1=C(C(=O)NC1=O)S(=O)(=O)C1=CC=CC=C1